5-chloro-N-(4-(4-((2-(dimethylamino)ethyl)amino)-3-methyl-1H-pyrazolo[3,4-d]pyrimidin-6-yl)-2-fluorophenyl)-2-fluorobenzenesulfonamide ClC=1C=CC(=C(C1)S(=O)(=O)NC1=C(C=C(C=C1)C1=NC(=C2C(=N1)NN=C2C)NCCN(C)C)F)F